C1(CC1)NC(=O)C=1NC=C(C1)C1=NC(=NC=C1C(F)(F)F)NC1CNCCC1 N-cyclopropyl-4-{2-[(piperidin-3-yl)amino]-5-(trifluoromethyl)pyrimidin-4-yl}-1H-pyrrole-2-carboxamide